C(N)(=O)C=1C(=NC(=NC1)NC=1C=C2CCN(CC2=CC1Cl)C(C(F)(F)F)=O)C1=CC(=CS1)C(=O)OC Methyl 5-(5-carbamoyl-2-((7-chloro-2-(2,2,2-trifluoroacetyl)-1,2,3,4-tetrahydroisoquinolin-6-yl)amino)pyrimidin-4-yl)thiophene-3-carboxylate